7-(4,4-difluoropiperidin-1-yl)-N-(3-(2,6-dioxopiperidin-3-yl)-1-methyl-1H-indazol-7-yl)-7-oxoheptanamide FC1(CCN(CC1)C(CCCCCC(=O)NC=1C=CC=C2C(=NN(C12)C)C1C(NC(CC1)=O)=O)=O)F